2,2,2-trichloroethyl (E)-(1-(6-methyl-4,8-dioxo-1,3,6,2-dioxazaborocan-2-yl) hepta-2,6-dien-1-yl) sulfate S(=O)(=O)(OCC(Cl)(Cl)Cl)OC(\C=C\CCC=C)B1OC(CN(CC(O1)=O)C)=O